N-(5,6-dimethyl-benzo[d][1,3]thiazepin-2-yl)-3-[(1-{[2-(2,6-dioxo-hexahydropyridin-3-yl)-1,3-dioxo-2,3-dihydro-1H-isoindol-4-yl]amino}-9-oxo-3,6-dioxanon-9-yl)amino]benzamide CC=1C2=C(N=C(SC1)NC(C1=CC(=CC=C1)NC(CCOCCOCCNC1=C3C(N(C(C3=CC=C1)=O)C1C(NC(CC1)=O)=O)=O)=O)=O)C=CC=C2C